NCC=C(C(=O)N)C aminomethylmethacrylamide